N-(6-(5-chloro-6-fluoro-7-(3-hydroxypyrrolidin-1-yl)-1H-indazol-4-yl)imidazo[1,2-a]pyrazin-2-yl)-2-fluorocyclopropane-1-carboxamide ClC=1C(=C2C=NNC2=C(C1F)N1CC(CC1)O)C=1N=CC=2N(C1)C=C(N2)NC(=O)C2C(C2)F